C(=O)(O)CCC(C(=O)[O-])=C.C(=O)(O)CCC(C(=O)[O-])=C.C(=O)(O)CCC(C(=O)[O-])=C.C(=O)(O)CCC(C(=O)[O-])=C.[Ti+4] titanium tetrakis(carboxyethyl acrylate)